4-tert-butyl-N-[3-(hydroxymethyl)-4-[4-methyl-6-([4-[(2S)-2-methyl-4-(oxan-4-yl)piperazin-1-yl]-3-(prop-2-enamido)phenyl]amino)-5-oxopyrazin-2-yl]pyridin-2-yl]benzamide C(C)(C)(C)C1=CC=C(C(=O)NC2=NC=CC(=C2CO)C=2N=C(C(N(C2)C)=O)NC2=CC(=C(C=C2)N2[C@H](CN(CC2)C2CCOCC2)C)NC(C=C)=O)C=C1